CC(=CCC1=C2NC=C(C[C@H](N)C(=O)O)C2=CC=C1)C 7-dimethylallyltryptophane